C(C)OC(=O)C1(CCSCC1)NC(CC1=CNC2=CC=C(C=C12)Cl)=O 4-(2-(5-Chloro-1H-indol-3-yl)acetamido)tetrahydro-2H-thiopyran-4-carboxylic acid ethyl ester